OCC1=CC=C(C=C1)NC(=O)N[C@@H](CCC(=O)OCC=C)C(=O)OCC=C Diallyl ((4-(Hydroxymethyl)phenyl)carbamoyl)-L-glutamate